5-chloro-2-(pyrrolidin-3-yl)pyrimidine ClC=1C=NC(=NC1)C1CNCC1